C(C)(C)(C)OC(=O)N1CCC(CC1)C1=CC=CC=2OC[C@H](OC21)C2=C(C=C(C=C2)Cl)F (R)-4-(3-(4-chloro-2-fluorophenyl)-2,3-dihydrobenzo[b][1,4]dioxin-5-yl)piperidine-1-carboxylic acid tert-butyl ester